FC1=C(C=2SCCN3C=C(C(C(=C1)C32)=O)C(=O)O)N3CCN(CC3)C 7-fluoro-6-(4-methylpiperazin-1-yl)-10-oxo-4-thia-1-azatricyclo[7.3.1.05,13]Tridec-5(13),6,8,11-tetraene-11-carboxylic acid